((2-(2-methylpyrimidin-5-yl)propyl)amino)-2-phenylacetic acid ethyl ester C(C)OC(C(C1=CC=CC=C1)NCC(C)C=1C=NC(=NC1)C)=O